C(C)(C)(C)OC(NC=1C=C2C(=NN(C2=CC1)C)C(=O)N1CC(C1)(F)F)=O (3-(3,3-Difluoroazetidine-1-carbonyl)-1-methyl-1H-indazol-5-yl)carbamic acid tert-butyl ester